2-ethylhexyl stearate (2-ethylhexylstearate) C(C)C(CC(C(=O)O)CCCCCCCCCCCCCCCC)CCCC.C(CCCCCCCCCCCCCCCCC)(=O)OCC(CCCC)CC